C(C1=CC=CC=C1)N1CCC2(CC1)C(NC=1C=CC=C(C12)C#N)=O benzyl-2-oxo-1,2-dihydrospiro[indole-3,4'-piperidine]-4-carbonitrile